4-(azidomethyl)cyclohexylcarboxamide N(=[N+]=[N-])CC1CCC(CC1)C(=O)N